tert-butyl 2,2-dioxo-1,2λ6,3-oxathiazolidine-3-carboxylate O=S1(OCCN1C(=O)OC(C)(C)C)=O